7-fluoro-N-methyl-2-((4aS,5aR)-5a-methyl-1-((2-(trimethylsilyl)ethoxy)methyl)-1,4,4a,5,5a,6-hexahydrocyclopropa[f]indazol-3-yl)-1H-benzo[d]imidazol-5-amine FC1=CC(=CC2=C1NC(=N2)C2=NN(C=1C[C@@]3([C@H](CC21)C3)C)COCC[Si](C)(C)C)NC